tert-butyl (4S)-4-(4-formylpyrazol-1-yl)-2,2-dimethyl-piperidine-1-carboxylate C(=O)C=1C=NN(C1)[C@@H]1CC(N(CC1)C(=O)OC(C)(C)C)(C)C